1,3,5-tris(thien-2-yl)benzene S1C(=CC=C1)C1=CC(=CC(=C1)C=1SC=CC1)C=1SC=CC1